2-{6-[(3R)-3-(cyclobutylamino)pyrrolidin-1-yl]pyridazin-3-yl}-4-fluoro-5-(4-methylimidazol-1-yl)phenol C1(CCC1)N[C@H]1CN(CC1)C1=CC=C(N=N1)C1=C(C=C(C(=C1)F)N1C=NC(=C1)C)O